FC(C(=O)O)(F)F.FC=1C(=C(C=CC1)N=S(=O)(C)C)C1CC(=NO1)C=1N=C(SC1)C1CCNCC1 ((3-fluoro-2-(3-(2-(piperidin-4-yl)thiazol-4-yl)-4,5-dihydroisoxazol-5-yl)phenyl)imino)dimethyl-λ6-sulfanone 2,2,2-trifluoroacetate